2,4,6-trimethylbenzyl alcohol CC1=C(CO)C(=CC(=C1)C)C